2-(7-((2r,5r)-2-(difluoromethyl)-5-methyl-4-(1-(quinoxalin-6-yl)ethyl)piperazin-1-yl)-4-methyl-5-oxo-4,5-dihydro-2H-pyrazolo[4,3-b]pyridin-2-yl)acetonitrile FC([C@@H]1N(C[C@H](N(C1)C(C)C=1C=C2N=CC=NC2=CC1)C)C=1C=2C(N(C(C1)=O)C)=CN(N2)CC#N)F